3,3'-Dithiodipropionic anhydride C1(CCSSCCC(=O)O1)=O